C(C)(C)(C)OC(NC1=CC(=NC=C1Br)Cl)=O (5-Bromo-2-chloropyridin-4-yl)carbamic acid tert-butyl ester